6-methyl-7-nitroisoquinolin-1(2H)-one CC=1C=C2C=CNC(C2=CC1[N+](=O)[O-])=O